4-({6-(3,8-diazabicyclo[3.2.1]octan-3-yl)-2-{[(2R,7aS)-2-fluorotetrahydro-1H-pyrrolizin-7a(5H)-yl]methoxy}-7-[tetrahydro-2H-pyran-3-yl]-7H-purin-8-yl}oxy)-5-ethynyl-6-fluoro-2-naphthol C12CN(CC(CC1)N2)C2=C1N(C(=NC1=NC(=N2)OC[C@]21CCCN1C[C@@H](C2)F)OC2=CC(=CC1=CC=C(C(=C21)C#C)F)O)C2COCCC2